C1(CCC1)C=1C(=NN(C1NC(OC1CC(C1)(F)F)=O)C)C1(CC1)C(F)(F)F 3,3-difluorocyclobutyl (4-cyclobutyl-1-methyl-3-(1-(trifluoromethyl)cyclopropyl)-1H-pyrazol-5-yl)carbamate